iodonium hexafluorophosphate-triazine N1=NN=CC=C1.F[P-](F)(F)(F)(F)F.[IH2+]